FC(C(=O)O)(F)F.C1N(CC12CNC2)C(C)=O 1-(2,6-diazaspiro[3.3]heptan-2-yl)ethan-1-one trifluoroacetate salt